C(=O)(OC(C)(C)C)N(CC(=O)O)CC=C Boc-allyl-glycine